N-[[4-[4-amino-1-[(1R,4S)-4-hydroxycyclopent-2-en-1-yl]pyrazolo[3,4-d]pyrimidin-3-yl]phenyl]methyl]-2-methoxy-benzamide NC1=C2C(=NC=N1)N(N=C2C2=CC=C(C=C2)CNC(C2=C(C=CC=C2)OC)=O)[C@H]2C=C[C@H](C2)O